CC=1C(=C2C=CNC2=C(C1)C)O[C@H]1[C@@H](CN(CC1)CCC(F)(F)F)C1=CC=C(C(=O)O)C=C1 4-((3R,4R)-4-((5,7-dimethyl-1H-indol-4-yl)oxy)-1-(3,3,3-trifluoropropyl)piperidin-3-yl)benzoic acid